N1(CCC2=CC=CC=C12)C(CNC1=C(C=CC(=C1)C1=NC(=NS1)C)C)=O 1-(indolin-1-yl)-2-((2-methyl-5-(3-methyl-1,2,4-thiadiazol-5-yl)phenyl)amino)ethan-1-one